BrC(C(=O)NC=1C=C(C(=CC1O)F)C1=C(C(=C(C(=C1F)I)F)F)F)(F)F 2-bromo-2,2-difluoro-N-(2',3',4',6,6'-pentafluoro-4-hydroxy-5'-iodo-[1,1-biphenyl]-3-yl)acetamide